pinanediol mono(p-toluenesulfonate) CC1=CC=C(C=C1)S(=O)(=O)O.C12(C(CCC(C1(C)C)C2)(C)O)O